C1(=CC=CC=C1)C1(CCCC2=C1C=CS2)N 4-phenyl-4,5,6,7-tetrahydrobenzothiophen-4-amine